Cl.Cl.C1(CC1)[C@H]1CN(CCN1)C=1N=NC(=CN1)C1=C(C=C(C=C1)C=1C(=NNC1)F)O 2-{3-[(3S)-3-cyclopropylpiperazin-1-yl]-1,2,4-triazin-6-yl}-5-(3-fluoro-1H-pyrazol-4-yl)phenol dihydrochloride